C(C)(C)(C)OC(=O)N1CC(C1)C1=CC=C(CN2C[C@@H](CC2)C(=O)OC)C=C1 methyl (R)-1-(4-(1-(tert-butoxycarbonyl)azetidin-3-yl)benzyl)pyrrolidine-3-carboxylate